(3-amino-2-fluorophenyl)methanol NC=1C(=C(C=CC1)CO)F